4,6-difluoro-3-[hydroxy-(3-methoxyisoxazol-5-yl)methylene]-5-[4-(2-hydroxy-3-methoxy-phenyl)phenyl]indolin-2-one FC1=C2C(C(NC2=CC(=C1C1=CC=C(C=C1)C1=C(C(=CC=C1)OC)O)F)=O)=C(C1=CC(=NO1)OC)O